N1=CC(=CC=C1)C1=NC=NC=C1 4-(pyridin-3-yl)pyrimidin